8,8'-(diazene-1,2-diyl)bis(4-hydroxynaphthalene-2-sulfonic acid) N(=NC=1C=CC=C2C(=CC(=CC12)S(=O)(=O)O)O)C=1C=CC=C2C(=CC(=CC12)S(=O)(=O)O)O